C(#N)\C(\C(=O)NC1=CC=CC=C1)=N/O (2E)-2-cyano-2-hydroxyimino-N-phenyl-acetamide